1H-1,2,3-triazole-1-acetic acid ethyl ester C(C)OC(CN1N=NC=C1)=O